IC=1C=NN2C1C=CC(=C2)N2CCN(CC2)C(=O)OC(C)(C)C tert-butyl 4-(3-iodopyrazolo[1,5-a]pyridin-6-yl)piperazine-1-carboxylate